ClC1=CC=C(C=C1)NC(NC(NCCCCCCNC(=N)NC(=N)NC1=CC=C(C=C1)Cl)=N)=N hexamethylenebis[5-(4-chlorophenyl)biguanide]